N-(3-((1s,3s)-3-(cyanomethyl)-1-(4-methyl-4H-1,2,4-triazol-3-yl)cyclobutyl)phenyl)-7-((isopropylamino)methyl)-1H-pyrrolo[3,2-b]pyridine-5-carboxamide C(#N)CC1CC(C1)(C1=NN=CN1C)C=1C=C(C=CC1)NC(=O)C1=CC(=C2C(=N1)C=CN2)CNC(C)C